Methyl (S)-3-azido-4-(3,4-dihydroisoquinolin-2(1H)-yl)butanoate N(=[N+]=[N-])[C@@H](CC(=O)OC)CN1CC2=CC=CC=C2CC1